CC1=C2CC[C@H]3[C@](C2=CC(=C1O)O)(CC[C@@]4([C@@]3(CC[C@@]5([C@H]4C[C@](CC5)(C)C(=O)O)C)C)C)C The molecule is a pentacyclic triterpenoid with formula C29H42O4, originally isolated from Tripterygium sp. It has a role as a plant metabolite. It is a pentacyclic triterpenoid, a hydroxy monocarboxylic acid and a member of catechols.